ClC1=CC=C(C=C1Cl)NC(=S)NC1=CC2=CC=CC=C2C=C1O 1-(4,5-dichlorophenyl)-3-(3-hydroxynaphthalen-2-yl)thiourea